C(#N)C1=C(OP2(=NP(=NP(=N2)(OC2=C(C=CC=C2)C#N)OC2=C(C=CC=C2)C#N)(OC2=C(C=CC=C2)C#N)OC2=C(C=CC=C2)C#N)OC2=C(C=CC=C2)C#N)C=CC=C1 hexa(cyanophenoxy)cyclotriphosphazene